CC(C(=O)O)(C)N1N=C(C2=CC=CC=C12)C 2-methyl-2-(3-methyl-1H-indazol-1-yl)propanoic acid